[Br-].C(C1=CC=CC=C1)[N+]1=CC=C(C=C1)OC1C(N(CC1)C)=O 3-(1-benzylpyridin-1-ium-4-yl)oxy-1-methyl-pyrrolidin-2-one bromide